1-propyl-di-(1-octyl)phosphine C(CC)P(CCCCCCCC)CCCCCCCC